C(CCC\C=C/C\C=C/CC=CC\C=C/C\C=C/CC)(=O)O (5Z,8Z,1Z,14Z,17Z)-icosa-5,8,11,14,17-pentaenoic acid